tert-Butyl ((1-((3-((2-((1H-1,2,3-triazol-5-yl)methoxy)-5-ethylphenyl)sulfonamido)-4-methoxybenzo[d]isoxazol-6-yl)methyl)-1H-pyrazol-4-yl)methyl)carbamate N1N=NC=C1COC1=C(C=C(C=C1)CC)S(=O)(=O)NC1=NOC2=C1C(=CC(=C2)CN2N=CC(=C2)CNC(OC(C)(C)C)=O)OC